C(=O)=C1NC2=CC(=CC=C2CC1)CCC(=O)O 3-(2-carbonyl-1,2,3,4-tetrahydroquinolin-7-yl)propionic acid